[(2S,3R,4R,5R)-2,3,4,5,6-pentahydroxyhexyl] benzoate C(C1=CC=CC=C1)(=O)OC[C@@H]([C@H]([C@@H]([C@@H](CO)O)O)O)O